NC1=NC2=CC(=CC=C2C=C1Cl)C[C@H]1[C@H]2C[C@H]([C@@H]([C@]2(CC1)O)O)N1C=C(C2=C1N=CN=C2N)F (1S,2R,3aR,4S,6aR)-4-((2-amino-3-chloroquinolin-7-yl)methyl)-2-(4-amino-5-fluoro-7H-pyrrolo[2,3-d]pyrimidin-7-yl)hexahydropentalene-1,6a(1H)-diol